1-(4-(ditetradecylglycyl)piperazin-1-yl)ethan-1-one C(CCCCCCCCCCCCC)N(CC(=O)N1CCN(CC1)C(C)=O)CCCCCCCCCCCCCC